6-fluoro-9-(2-fluoropyridin-4-yl)-2-methyl-7-(6-(3-(piperidin-1-yl)propoxy)pyridin-3-yl)-9,10-dihydro-8-oxa-2,4,10a-triazanaphtho[2,1,8-cde]azulene-1(2H)-one FC=1C=C2N=CC=3N(C(N4CC(OC(=C2C34)C1C=1C=NC(=CC1)OCCCN1CCCCC1)C1=CC(=NC=C1)F)=O)C